CN1CCN(CC1)C1=CC=C(C=C1)C1=CC=C2CC3(C(NC2=C1)=O)CN(CC3)C#N 7'-(4-(4-Methylpiperazin-1-yl)phenyl)-2'-oxo-1',4'-dihydro-2'H-spiro[pyrrolidine-3,3'-quinoline]-1-carbonitrile